C(CCCCCCC\C=C/CCCCCCCC)(=O)[O-].OC(C[N+](C)(C)CC(C)O)C bis-(2-hydroxypropyl)-dimethylammonium oleate